FC1=NC(=CC=C1OC1CC(C1)NC(OC(C)(C)C)=O)F tert-butyl ((1r,3r)-3-((2,6-difluoropyridin-3-yl)oxy)cyclobutyl)carbamate